C(C)OC(=O)C1=CC(=NC(=C1)C=1N=NN(C1)C=1C(=C(C(=O)O)C=CC1)O)C=1N=NN(C1)C=1C(=C(C(=O)O)C=CC1)O 4'-((4-(ethoxycarbonyl)pyridine-2,6-diyl)bis(1H-1,2,3-triazole-4,1-diyl))bis(2-hydroxybenzoic acid)